5-chloro-N-(3-(5-chlorothiazol-2-yl)-1-(6-hydroxy-2-azaspiro[3.3]heptan-2-yl)-1-oxopropan-2-yl)-1H-indole-2-carboxamide ClC=1C=C2C=C(NC2=CC1)C(=O)NC(C(=O)N1CC2(C1)CC(C2)O)CC=2SC(=CN2)Cl